(S)-4-amino-7-(methoxymethyl)-N-methyl-N-[2-(trifluoromethyl)-6,8-dihydro-5H-pyrano[3,4-b]pyridin-5-yl]imidazo[1,5-a]quinoxaline-8-carboxamide NC=1C=2N(C3=CC(=C(C=C3N1)COC)C(=O)N([C@@H]1COCC3=NC(=CC=C31)C(F)(F)F)C)C=NC2